ClC(=C(C)C)N(C)C 1-chloro-N,N,2-trimethyl-1-propenyl-amine